C(#N)C1=C(C=CC=C1)C(C(C)C=1N(C(C(=C(N1)C(=O)OCC)OC)=O)C)C=1N=CN(C1)C ethyl 2-[1-(2-cyanophenyl)-1-(1-methylimidazol-4-yl)propan-2-yl]-5-methoxy-1-methyl-6-oxopyrimidine-4-carboxylate